C(C)(C)(C)OC(CC(C1=NN(C(=C1)C=O)COCC[Si](C)(C)C)C1=CC(=C(C=C1)OC)F)=O 3-(3-fluoro-4-methoxyphenyl)-3-(5-formyl-1-((2-(trimethylsilyl)ethoxy)-methyl)-1H-pyrazol-3-yl)propionic acid tert-butyl ester